DL-2-FLUORO-3-ALANINE C(C(C(=O)O)F)N